CNC(=O)C1CCS(CC1)(=O)=O N-methyltetrahydro-2H-thiopyran-4-carboxamide-1,1-dioxide